C(CCC)[NH+]1CN(C2=C1C(C1=CC=CC=C1C2=NOC)=O)C (E) or (Z)-1-butyl-4-(methoxyimino)-3-methyl-9-oxo-4,9-dihydro-1H-naphtho[2,3-d]imidazolium